N1=CC(=CC=C1)C=1C=C2CCC(NC2=CN1)=O 6-pyridin-3-yl-3,4-dihydro-1H-[1,7]naphthyridin-2-one